Cl.C1(=C(C=CC=C1)OCC1CNCCC1)C 3-((o-tolyloxy)methyl)piperidine hydrochloride